FC1=CC=C(C=C1)C=1C(=CC=2C(N1)=NN(C2)CCCO)C2=CC=NC=C2 6-(4-fluorophenyl)-2-(3-hydroxypropyl)-5-(4-pyridyl)pyrazolo[3,4-b]pyridin